O=C1C2=CC=CC=C2NC=2C=CC(=CC12)C(=O)OC methyl 9-oxo-9,10-dihydroacridine-2-carboxylate